Cl.OC1=C(OC2=C(C(=CC=C2C1=O)O)O)C1=CC=C(C=C1)CCCN1CCCCC1 3,7,8-Trihydroxy-2-(4-(3-(piperidin-1-yl)propyl)phenyl)-4H-chromen-4-one hydrochloride